NC(C(=O)O)(O)C.C(C)=O acetaldehyde aminolactate